6-bromo-2-methoxy-3H-imidazo[4,5-b]Pyridine BrC=1C=C2C(=NC1)NC(=N2)OC